ClC1=CC=C(C=C1)N1N=C(N=C1C1=CC=C(C=C1)Cl)CN1CCC(CC1)(C)C 1-((1,5-bis(4-chlorophenyl)-1H-1,2,4-triazol-3-yl)methyl)-4,4-dimethylpiperidine